2-carboxyflavone C(=O)(O)C1(OC2=CC=CC=C2C(C1)=O)C1=CC=CC=C1